(S)-4-((S)-10-Acryloyl-2-fluoro-14-oxo-8,8a,9,10,11,12-hexahydro-7H,14H-pyrazino[1',2':5,6][1,5]diazocino[3,2,1-hi]indazol-3-yl)-2-amino-7-fluorobenzo[b]thiophene-3-carbonitrile C(C=C)(=O)N1C[C@H]2N(C(C=3C=C(C(=C4C=NN(C34)CC2)C2=CC=C(C=3SC(=C(C32)C#N)N)F)F)=O)CC1